C(C)(=O)NC1=CC=C(C=C1)C[C@@H](C(=O)O)OC N-acetyl-(S)-3-(4'-aminophenyl)-2-methoxypropionic acid